C(C)(C)(C)OC(=O)C1=CC2=C(N=C(S2)C23CCC(CC2)(CC3)I)C(=C1)F 4-fluoro-2-(4-iodobicyclo[2.2.2]oct-1-yl)benzo[d]thiazole-6-carboxylic acid tert-butyl ester